NC1=NC=C(C(=C1N)C1CCN(CC1)C(=O)C1=C(C=C(C=C1)OC(F)(F)F)NC(OC(C)(C)C)=O)F tert-butyl N-[2-[4-(2,3-diamino-5-fluoro-4-pyridyl)piperidine-1-carbonyl]-5-(trifluoromethoxy)phenyl]carbamate